Tert-butyl (R)-6-(3-(4-(hydroxymethyl)-2,2-dimethylpiperidin-1-yl)-5-methyl-1H-pyrazol-1-yl)-2-azaspiro[3.3]heptane-2-carboxylate OC[C@H]1CC(N(CC1)C1=NN(C(=C1)C)C1CC2(CN(C2)C(=O)OC(C)(C)C)C1)(C)C